methyl 5-bromo-2-[tert-butoxycarbonyl(methyl)amino]pyridine-3-carboxylate BrC=1C=C(C(=NC1)N(C)C(=O)OC(C)(C)C)C(=O)OC